nickel-lithium cobalt [Co].[Li].[Ni]